6-chloro-7-cyano-N-[5-(2,2-difluoroethyl)-4-methoxy-pyrimidin-2-yl]-1H-indole-3-sulfonamide ClC1=CC=C2C(=CNC2=C1C#N)S(=O)(=O)NC1=NC=C(C(=N1)OC)CC(F)F